(S)-N-[(R)-[4,5-dichloro-2-(prop-2-en-1-yloxy)phenyl]([1-[3-hydroxy-3-(hydroxymethyl)azetidine-1-carbonyl]piperidin-4-yl])methyl]-2-methylpropane-2-sulfinamide ClC1=CC(=C(C=C1Cl)[C@H](N[S@@](=O)C(C)(C)C)C1CCN(CC1)C(=O)N1CC(C1)(CO)O)OCC=C